C(C=C)(=O)N1C[C@@H](N(CC1)C=1C2=C(N(C(N1)=O)C=1C(=NC=CC1SC)C(C)C)N=C(C(=C2)Cl)Cl)C (S)-4-(4-acryloyl-2-methylpiperazin-1-yl)-7-chloro-6-chloro-1-(2-isopropyl-4-(methylthio)pyridin-3-yl)pyrido[2,3-d]pyrimidin-2(1H)-one